(1-(4-(2-oxo-2,3-dihydro-1H-imidazo[4,5-b]pyridin-7-yl)-1H-pyrazole-1-carbonyl)pyrrolidin-3-yl)acetonitrile O=C1NC=2C(=NC=CC2C=2C=NN(C2)C(=O)N2CC(CC2)CC#N)N1